4-(bromomethyl)phenylisothiocyanate BrCC1=CC=C(C=C1)N=C=S